tert-Butyl 7-(O-((2-oxabicyclo[2.2.2]octan-4-yl)methyl)-N-(((4-nitrobenzyl)oxy)carbonyl)-L-threonyl)-4,7-diazaspiro[2.5]octane-4-carboxylate C12OCC(CC1)(CC2)CO[C@@H]([C@H](NC(=O)OCC2=CC=C(C=C2)[N+](=O)[O-])C(=O)N2CCN(C1(CC1)C2)C(=O)OC(C)(C)C)C